[Si](C)(C)(C(C)(C)C)OCC=1C=C(N(N1)C1COC1)N 5-{[(tert-butyldimethylsilyl)oxy]methyl}-2-(oxetan-3-yl)pyrazol-3-amine